ClC1=C(C#N)C=CC(=C1)N1N=C2C=3C=CC(=NC3CC[C@@H]2[C@@H]1C1CCCC1)C(=O)N1CCC(CC1)O 2-chloro-4-[(3s,3ar)-3-cyclopentyl-7-(4-hydroxypiperidine-1-carbonyl)-3,3a,4,5-tetrahydro-2H-pyrazolo[3,4-f]quinolin-2-yl]benzonitrile